C(C=C)(=O)N1CCC(CC1)NC=1C=C2C(=NC=NC2=CC1OC)NC1=C(C=C(OC2=CC(=NC=C2)N2CC(N(CC2)C)=O)C=C1)F 4-(4-(4-((6-((1-acryloylpiperidin-4-yl)amino)-7-methoxyquinazolin-4-yl)amino)-3-fluorophenoxy)pyridin-2-yl)-1-methylpiperazin-2-one